5-fluoro-3,7-dimethyl-1H-indole Isoquinolin-2-yl-2-((tert-butoxycarbonyl)amino)-3-methylbutanoate C1N(C=CC2=CC=CC=C12)C(C(=O)O)(C(C)C)NC(=O)OC(C)(C)C.FC=1C=C2C(=CNC2=C(C1)C)C